C(CC)OCC(C)O 1,2-propylene glycol mono-n-Propyl ether